NC=1C2=C(N=CN1)N(C(=C2C2=CC=C(C=C2)C(=O)N2[C@H](CCC2)C#C)C=2C=NC(=CC2C)C#C)C (R)-(4-(4-amino-6-(6-ethynyl-4-methylpyridin-3-yl)-7-methyl-7H-pyrrolo[2,3-d]pyrimidin-5-yl)phenyl)(2-ethynylpyrrolidin-1-yl)methanone